IC1=CC=CC2=C1OC1=C2C=CC=2C=CC=CC21 10-iodobenzo[b]naphtho[2,1-d]furan